(S)-3-methyl-N-(2-oxo-2-((2,2,2-trifluoroethyl)amino)ethyl)-5-(5-(3,4,5-trichlorophenyl)-5-(trifluoromethyl)-4,5-dihydroisoxazol-3-yl)thiophene-2-carboxamide CC1=C(SC(=C1)C1=NO[C@](C1)(C(F)(F)F)C1=CC(=C(C(=C1)Cl)Cl)Cl)C(=O)NCC(NCC(F)(F)F)=O